2,2'-((propane-1,3-diylbis(oxy))bis(3,1-phenylene))diacetic acid C(CCOC=1C=C(C=CC1)CC(=O)O)OC=1C=C(C=CC1)CC(=O)O